ClC=1C(=CC=C2N=CC(=NC12)C=1C=NN(C1)CC1CCC(CC1)=O)OC1=CC2=C(N=C(N2COCC[Si](C)(C)C)C)C=C1 4-[[4-[8-Chloro-7-[2-methyl-3-(2-trimethylsilylethoxymethyl)benzimidazol-5-yl]oxy-quinoxalin-2-yl]pyrazol-1-yl]methyl]cyclohexanone